3-{[2-(4-chlorophenyl)imidazo[1,2-a]pyridin-3-yl]methyl}-3,6-diazabicyclo[3.1.1]heptane-6-carboxylate ClC1=CC=C(C=C1)C=1N=C2N(C=CC=C2)C1CN1CC2N(C(C1)C2)C(=O)[O-]